3-chloro-N-[(1R)-1-(2,3-difluorophenyl)ethyl]-6-[6-(dimethylphosphoryl)pyridin-3-yl]7-fluoro-2-methyl-1,5-naphthyridin-4-amine ClC=1C(=NC2=CC(=C(N=C2C1N[C@H](C)C1=C(C(=CC=C1)F)F)C=1C=NC(=CC1)P(=O)(C)C)F)C